C(#N)C=1C(=NC=CC1)C1=C(C(OC(=C1)C(=O)NC=1SC(=NN1)N1N=CC=C1C)=O)OCCOC 4-(3-cyanopyridin-2-yl)-3-(2-methoxyethoxy)-N-(5-(5-methyl-1H-pyrazol-1-yl)-1,3,4-thiadiazol-2-yl)-2-oxo-2H-pyran-6-carboxamide